C(C)(C)(C)OC(=O)N1C[C@H](N(CC1)C1=NC(=CC=C1)OCC1=C(C=C(C=C1)C#N)F)C.BrC1=C(C(=C(C=C1)S(=O)(=O)N[C@H](C(F)(F)F)CC)F)C(F)F (S)-4-bromo-3-(difluoromethyl)-2-fluoro-N-(1,1,1-trifluorobutan-2-yl)benzenesulfonamide (R)-tert-butyl-4-(6-((4-cyano-2-fluorobenzyl)oxy)pyridin-2-yl)-3-methylpiperazine-1-carboxylate